4-benzoyl-3-cyclopentylisothiazol-amine C(C1=CC=CC=C1)(=O)C=1C(NSC1)(N)C1CCCC1